C(C)OC([C@H](CC1=C(C=CC=C1)O)O[Si](C)(C)C(C)(C)C)=O |r| rac-(2S)-2-[tert-butyl-(dimethyl)silyl]oxy-3-(2-hydroxyphenyl)propionic acid ethyl ester